3,4-dihydroxyphenylserine OC=1C=C(C=CC1O)N[C@@H](CO)C(=O)O